9,9-bis(6-glycidyloxynaphthalene-1-yl)-9H-fluorene C(C1CO1)OC=1C=C2C=CC=C(C2=CC1)C1(C2=CC=CC=C2C=2C=CC=CC12)C1=CC=CC2=CC(=CC=C12)OCC1CO1